[Si](=O)=O.[Ta] tantalum-silicon dioxide